CC=1N=C(SC1)C(CC(=O)OC)=O methyl 3-(4-methylthiazol-2-yl)-3-oxopropionate